[Ag].[Ti] titanium-silver